tert-Butyl (2-(4-(7-(1H-imidazol-4-yl)-3-isopropyl-4-oxo-3,4-dihydroimidazo[2,1-f][1,2,4]triazin-2-yl)-1H-pyrazol-1-yl)ethyl)carbamate N1C=NC(=C1)C1=CN=C2C(N(C(=NN21)C=2C=NN(C2)CCNC(OC(C)(C)C)=O)C(C)C)=O